N1-(5-(4-fluoro-1-isopropyl-2-methyl-1H-benzo[d]imidazol-6-yl)pyrrolo[2,1-f][1,2,4]triazin-2-yl)-N4,N4-dimethylcyclohexane-1,4-diamine FC1=CC(=CC=2N(C(=NC21)C)C(C)C)C=2C=CN1N=C(N=CC12)NC1CCC(CC1)N(C)C